(2S,3R,5R)-3-(((2-(2,6-dichloro-3,4-dihydroxybenzoyl)hydrazinecarbonyl)oxy)methyl)-3-methyl-7-oxo-4-thia-1-azabicyclo[3.2.0]heptane-2-carboxylic acid 4,4-dioxide ClC1=C(C(=O)NNC(=O)OC[C@]2([C@@H](N3C(C[C@H]3S2(=O)=O)=O)C(=O)O)C)C(=CC(=C1O)O)Cl